N-methyl-4-(2-((4-(trifluoromethyl)phenyl)amino)thiazol-4-yl)benzenesulfonamide CNS(=O)(=O)C1=CC=C(C=C1)C=1N=C(SC1)NC1=CC=C(C=C1)C(F)(F)F